FC(OC=1C=C(C=CC1OC(F)(F)F)C(O)C1=CC(=C(C=C1)OC(F)(F)F)OC(F)(F)F)(F)F di(3,4-bis(trifluoromethoxy)phenyl)methanol